methyl-(2E)-but-2-ene-1,4-dioic acid (1S)-1-[N,N-bis(2-methoxyethyl) carbamoyl] ethyl ester C(C)OC(/C=C(/C(=O)OC(N(CCOC)CCOC)=O)\C)=O